tert-butyl 4-{3,3-dibromo-5-fluoro-2-oxo-1H-pyrrolo[2,3-b]pyridin-4-yl}piperidine-1-carboxylate BrC1(C(NC2=NC=C(C(=C21)C2CCN(CC2)C(=O)OC(C)(C)C)F)=O)Br